N-((4-methyl[1,2,3]triazolo[1,5-a]pyridin-3-yl)methyl)-4-(trifluoromethoxy)benzamide CC=1C=2N(C=CC1)N=NC2CNC(C2=CC=C(C=C2)OC(F)(F)F)=O